6-hydroxy-hexanoic acid OCCCCCC(=O)O